tert-butyl (3R)-3-[[2-fluoro-4-(triazolo[4,5-b]pyridin-3-yl)benzoyl]-(2-thiazol-2-ylthieno[3,2-c]pyridin-4-yl)amino]piperidine-1-carboxylate FC1=C(C(=O)N([C@H]2CN(CCC2)C(=O)OC(C)(C)C)C2=NC=CC3=C2C=C(S3)C=3SC=CN3)C=CC(=C1)N1N=NC=3C1=NC=CC3